6-Fluoro-5-(3-iodophenoxy)-4-(methylthio)-1H-indole FC1=C(C(=C2C=CNC2=C1)SC)OC1=CC(=CC=C1)I